N1C(CCC1)C=CC(=O)N 3-(pyrrolidine-2-yl)acrylamide